dimethylsilylenebis(2-(5-methyl-2-furyl)-4-(4-i-propylphenyl)indenyl)zirconium dichloride [Cl-].[Cl-].C[Si](=[Zr+2](C1C(=CC2=C(C=CC=C12)C1=CC=C(C=C1)C(C)C)C=1OC(=CC1)C)C1C(=CC2=C(C=CC=C12)C1=CC=C(C=C1)C(C)C)C=1OC(=CC1)C)C